4-(3,8-diazabicyclo[3.2.1]octan-3-yl)-3-methyl-2-(1-methyl-1H-pyrazol-4-yl)-1H-pyrrolo[2,3-b]pyridine hydrochloride Cl.C12CN(CC(CC1)N2)C2=C1C(=NC=C2)NC(=C1C)C=1C=NN(C1)C